N1N=C(C=C1)C1=C(NC=C1)C1=C(C=2C=CNC2C=C1)C(=O)NC12CC(C1)C2 5-(3-(1H-pyrazol-3-yl)-1H-pyrrol-2-yl)-N-(bicyclo[1.1.1]pentan-1-yl)-1H-indole-4-carboxamide